N-((1,3-Dihydroisobenzofuran-5-yl)methyl)-10-hydroxy-10-((6-oxo-4-phenylpyrimidin-1(6H)-yl)methyl)-7-azaspiro[4.5]decane-7-carboxamide C1OCC2=CC(=CC=C12)CNC(=O)N1CC2(CCCC2)C(CC1)(CN1C=NC(=CC1=O)C1=CC=CC=C1)O